BrC=1C=2N(C3=C(C1)N=C(S3)N)C=NN2 5-bromothiazolo[4,5-e][1,2,4]triazolo[4,3-a]pyridin-2-amine